CS(=O)(=O)C=1C=CC=C2CCC(C12)=O 7-methylsulfonyl-indanone